ClC=1C(N(N=CC1I)C)=O 4-chloro-5-iodo-2-methyl-3(2H)-pyridazinone